4-(6-fluoropyridin-3-yloxy)aniline FC1=CC=C(C=N1)OC1=CC=C(N)C=C1